The molecule is a geometric isomer of ubiquinone-10 in which the double bonds at positions 2, 10 and 26 are in the Z conformation. It is a member of ubiquinones and a member of 1,4-benzoquinones. CC1=C(C(=O)C(=C(C1=O)OC)OC)C/C=C(/C)\\CC/C=C(/C)\\CC/C=C(/C)\\CC/C=C(\\C)/CC/C=C(\\C)/CC/C=C(\\C)/CC/C=C(/C)\\CC/C=C(/C)\\CC/C=C(/C)\\CCC=C(C)C